C(C1=CC=CC=C1)OC=1C=C2CN(C(C2=C(C1)C(F)(F)F)=O)C1C(NC(CC1)=O)=O 3-(5-(benzyloxy)-1-oxo-7-(trifluoromethyl)isoindolin-2-yl)piperidine-2,6-dione